N(O)=C1CC=C(OC2=NC(=NC(=N2)OC2=CCC(C=C2)=NO)OC2=CCC(C=C2)=NO)C=C1 2,4,6-tris(4-oximinophenoxy)-1,3,5-triazine